CC1=NNC2=CC=C(C=C12)CN (3-methyl-1H-indazol-5-yl)methan-amine